O1CCOC2=C1C=CC(=C2)N(C(C2=CC(=CC=C2)N2N=CC=C2)=O)C N-(2,3-dihydro-1,4-benzodioxin-6-yl)-N-methyl-3-pyrazol-1-yl-benzamide